(2,2-diethoxyacetyl)benzoyl-hydrazine C(C)OC(C(=O)N(N)C(C1=CC=CC=C1)=O)OCC